N=1NN=NC1C1=CC=C(C=C1)C(CCNC1=CC(=NC2=CC=CC=C12)C1=CC=C(C=C1)OC)N (4-(2H-tetrazol-5-yl)phenyl)-N3-(2-(4-methoxyphenyl)quinolin-4-yl)propane-1,3-diamine